C1(CC1)COC1=C(C=C(C=C1)C=1N=C2N(C=CC=N2)C1C1=CC(=NC=C1)C)F 2-(4-(cyclopropylmethoxy)-3-fluorophenyl)-3-(2-methylpyridin-4-yl)imidazo[1,2-a]pyrimidine